NC=1C2=C(N=CN1)N(C=C2C2=CC(=C(C=C2)NC(=O)NC2=CC(=NO2)C(C(F)(F)F)(C)C)F)C2CC2 1-(4-(4-amino-7-cyclopropyl-7H-pyrrolo[2,3-d]pyrimidin-5-yl)-2-fluorophenyl)-3-(3-(1,1,1-trifluoro-2-methylpropan-2-yl)isoxazol-5-yl)urea